CSCC(=O)N1CCN(CC1)C1=C(C=CC=C1)C(C(=O)N)=C 2-(4-(2-(methylthio)acetyl)piperazin-1-yl)phenylacrylamide